C(C1=CC=CC=C1)OC1=CC(=C(C(=O)OC2=C(C(=C(C(=O)[O-])C(=C2C)C)C)F)C(=C1)C)OC 4-((4-(benzyloxy)-2-methoxy-6-methylbenzoyl)oxy)-3-fluoro-2,5,6-trimethylbenzoate